6-[3-(2-methoxyethoxy)phenoxy]pyridine-3-carbonyl chloride COCCOC=1C=C(OC2=CC=C(C=N2)C(=O)Cl)C=CC1